(3R)-3-amino-8-fluoro-7-[5-[2-(hydroxymethyl)tetrahydrofuran-2-yl]-1,2,4-oxadiazol-3-yl]-1,1-dioxo-5-[[4-(trifluoromethoxy)phenyl]methyl]-2,3-dihydro-1lambda6,5-benzothiazepin-4-one N[C@H]1CS(C2=C(N(C1=O)CC1=CC=C(C=C1)OC(F)(F)F)C=C(C(=C2)F)C2=NOC(=N2)C2(OCCC2)CO)(=O)=O